C(C1=CC=CC=C1)N(CCBr)CCBr N-benzyl-2-bromo-N-(2-bromoethyl)ethane-1-amine